2-(1,3-Dioxolan-2-yl)-6-(morpholinomethyl)pyridin-3-ol ethyl-(R)-(6-(2,2-dimethyl-1,3-dioxolan-4-yl)pyridin-3-yl)carbamate C(C)N(C(=O)OC=1C(=NC(=CC1)CN1CCOCC1)C1OCCO1)C=1C=NC(=CC1)[C@H]1OC(OC1)(C)C